BrC1=CC=C(C=C1)C(CC(CC(=O)OC)=O)=O methyl 5-(4-bromophenyl)-3,5-dioxopentanoate